N=CCCSSSCCC=N 3-iminopropyl trisulfide